(S)-N-(1-hydroxypropan-2-yl)-7-methoxy-5-(4-(trifluoromethyl)phenyl)-2-naphthacenecarboxamide OC[C@H](C)NC(=O)C1=CC2=CC3=CC4=CC=CC(=C4C=C3C(=C2C=C1)C1=CC=C(C=C1)C(F)(F)F)OC